C(C)(C)(C)OC(=O)OC1=CC=C2C(=CN(C2=C1)C1=C(C(=O)[O-])C=CC=C1)I 6-((tert-butoxycarbonyl)oxy)-3-iodoindol-1-yl-benzoate